CC1CN(CC(O1)C=1C=NNC1)C1=NC=CC(=N1)C1=CN=C2N1C=C(C=C2)C(F)(F)F 2-methyl-6-(1H-pyrazol-4-yl)-4-{4-[6-(trifluoromethyl)imidazo[1,2-a]pyridin-3-yl]pyrimidin-2-yl}morpholine